1,3,5,7-tetramethyl-6-phenyl-2,4,8-trioxa-6-phospha-adamantane CC12OC3(OC(P(C(O1)(C3)C)C3=CC=CC=C3)(C2)C)C